tert-butyl 4-({1-[2-(2,6-dioxopiperidin-3-yl)-1-oxo-3H-isoindol-5-yl]piperidin-4-yl} (methyl)amino)piperidine-1-carboxylate O=C1NC(CCC1N1C(C2=CC=C(C=C2C1)N1CCC(CC1)N(C1CCN(CC1)C(=O)OC(C)(C)C)C)=O)=O